OC1=C(C(=O)C2=CC=CC=C2)C=CC(=C1)OC(C(=C)C)=O 2-Hydroxy-4-(methacryloyloxy)benzophenone